BrC=1C=C(OCP(OCC)(=O)C)C=CC1 ethyl (3-bromophenoxy)methyl(methyl)phosphinate